ethyl (5S)-5-(tert-butoxycarbonylamino)-2-[(3,3-difluorocyclobutanecarbonyl)amino]-4,5,6,7-tetrahydrobenzothiophene-3-carboxylate C(C)(C)(C)OC(=O)N[C@H]1CCC2=C(C(=C(S2)NC(=O)C2CC(C2)(F)F)C(=O)OCC)C1